1,3-benzenedisulfonate sodium [Na+].C1(=CC(=CC=C1)S(=O)(=O)[O-])S(=O)(=O)[O-].[Na+]